1,1-difluoro-2-((2-fluoro-ethoxy)methoxy)ethane FC(COCOCCF)F